4-bromo-2-methyl-2H,6H,7H,8H-pyrrolo[3,2-e]indazole-7,8-dione BrC1=CC2=C(C3=CN(N=C13)C)C(C(N2)=O)=O